4-[(1,1-dioxo-1lambda~6~,4-thiazinan-4-yl)methyl]phenyl(benzamide) O=S1(CCN(CC1)CC1=CC=C(C=C1)C1=C(C(=O)N)C=CC=C1)=O